n-nonyl-cyclononane C(CCCCCCCC)C1CCCCCCCC1